4-methyl-5-[3-methyl-7-[[5-[2,2,3,3,5,5,6,6-octadeuterio-4-(trideuteriomethyl)piperazine-1-carbonyl]-2-pyridyl]amino]imidazo[4,5-b]pyridin-5-yl]oxy-pyridine-2-carbonitrile CC1=CC(=NC=C1OC1=CC(=C2C(=N1)N(C=N2)C)NC2=NC=C(C=C2)C(=O)N2C(C(N(C(C2([2H])[2H])([2H])[2H])C([2H])([2H])[2H])([2H])[2H])([2H])[2H])C#N